C1(CC1)C1=NC=NC=C1B1OC(C(O1)(C)C)(C)C 4-cyclopropyl-5-(4,4,5,5-tetramethyl-1,3,2-dioxaborolane-2-yl)pyrimidine